1,1'-((4,6-dihydroxy-1,3-phenylene)bis(propane-1,1-diyl))bis(piperidin-2-one) OC1=C(C=C(C(=C1)O)C(CC)N1C(CCCC1)=O)C(CC)N1C(CCCC1)=O